O1CCN(CC1)C=1C2=C(N=CN1)N(C(=C2)C2=CCC(CC2)NC(OC(C)(C)C)=O)COCC[Si](C)(C)C tert-butyl (4-(4-morpholino-7-((2-(trimethylsilyl)ethoxy)methyl)-7H-pyrrolo[2,3-d]pyrimidin-6-yl)cyclohex-3-en-1-yl)carbamate